C(C)(C)(C)OC(=O)N[C@]1([C@@H](C1)C=C)C(=O)O |o1:8,9| rel-(1R,2S)-1-((tert-butoxycarbonyl)amino)-2-vinylcyclopropane-1-carboxylic acid